C1(=CCCCC1)O racemic-cyclohexenol